ClC=1C=CC(=C(C1)N1C(C(N(CC1=O)C(C(=O)NC1=CC=C(C(=O)O)C=C1)CC1=CC=CC=C1)=O)C)N1N=NN=C1 4-(2-(4-(5-chloro-2-(1H-tetrazol-1-yl)phenyl)-3-methyl-2,5-dioxopiperazin-1-yl)-3-phenylpropanamido)benzoic acid